2,3-dimethyl-6-[2-(1-methylpyrazol-4-yl)tetrahydropyran-4-yl]-8-[3-(trifluoromethyl)cyclobutyl]pyrido[3,4-d]pyrimidin-4-one CC=1N(C(C2=C(N1)C(=NC(=C2)C2CC(OCC2)C=2C=NN(C2)C)C2CC(C2)C(F)(F)F)=O)C